5,5-dimethyl-3-[6-[[3-methyl-3-(trifluoromethyl)-1H-isobenzofuran-5-yl]oxy]-3-pyridinyl]imidazolidine-2,4-dione CC1(C(N(C(N1)=O)C=1C=NC(=CC1)OC=1C=C2C(OCC2=CC1)(C(F)(F)F)C)=O)C